N-((3'-chloro-2'-(2-chloro-3-(6-methoxy-5-(((tetrahydro-2H-pyran-4-yl)amino)methyl)pyridin-2-yl)phenyl)-6-methoxy-[2,4'-bipyridin]-5-yl)methyl)tetrahydro-2H-pyran-4-amine ClC=1C(=NC=CC1C1=NC(=C(C=C1)CNC1CCOCC1)OC)C1=C(C(=CC=C1)C1=NC(=C(C=C1)CNC1CCOCC1)OC)Cl